C(C)(=O)OCCCNC([C@H](OC(C)=O)C(C)(C)COC(C)=O)=O panthenol triacetate